COC(=O)C1=NC(=CC(=C1Cl)N)Cl 4-amino-3,6-dichloropyridine-2-carboxylic acid methyl ester